CN(C1CN(CC1)CC=1C=C(C=C(C1)C(F)(F)F)NC(=O)C1=CSC=2CN(CCC21)C(=O)C2=CN=C1N2C=CC=C1)C N-(3-((3-(dimethylamino)-pyrrolidin-1-yl)methyl)-5-(trifluoromethyl)phenyl)-6-(imidazo[1,2-a]pyridine-3-carbonyl)-4,5,6,7-tetra-hydrothieno[2,3-c]pyridine-3-carboxamide